potassium di(oxalate) platinum [Pt+2].C(C(=O)[O-])(=O)[O-].C(C(=O)O)(=O)[O-].[K+]